C(C1=CC=CC=C1)OCCOS(=O)(=O)N1C(OCC1)=O (2-(benzyloxy) ethyl)-2-oxooxazolidine-3-sulfonate